4-chloro-ε-caprolactone ClC1CCC(=O)OCC1